OCCN1N=CC(=C1)NC1=NC=C2C(=N1)N(C(N(C2)C2(CCNCC2)C)=O)C 7-[[1-(2-hydroxyethyl)pyrazol-4-yl]amino]-1-methyl-3-(4-methyl-4-piperidinyl)-4H-pyrimido[4,5-d]pyrimidin-2-one